bis(neodecanoyloxy)dioctyl-tin C(CCCCCC(C)(C)C)(=O)O[Sn](CCCCCCCC)(CCCCCCCC)OC(CCCCCC(C)(C)C)=O